(1s,4s)-4-((2-((2-(1-(Cyclopropylsulfonyl)-1H-pyrazol-4-yl)pyrimidin-4-yl)amino)-5-(thiophen-3-ylethynyl)pyridin-4-yl)amino)cyclohexan-1-ol C1(CC1)S(=O)(=O)N1N=CC(=C1)C1=NC=CC(=N1)NC1=NC=C(C(=C1)NC1CCC(CC1)O)C#CC1=CSC=C1